NC1=NN2C(C=CC(=C2)C=2C=C(C(=NC2)C)NC(=O)N2OCC[C@H]2C=2C=NC=CC2)=N1 (S)-N-(5-(2-amino-[1,2,4]triazolo[1,5-a]pyridin-6-yl)-2-methylpyridin-3-yl)-3-(pyridin-3-yl)isoxazolidine-2-carboxamide